C1(CC1)C(=O)NC1=CC(=C(N=N1)C(=O)NC([2H])([2H])[2H])NC1=CC=CC=2C3=C(CN(C12)C)N=CC=N3 6-(cyclopropanecarboxamido)-N-(methyl-d3)-4-((6-methyl-5,6-dihydropyrazino[2,3-c]quinolin-7-yl)amino)pyridazine-3-carboxamide